CC(C)=CC=C(C)C 2,5-dimethylhex-2,4-diene